C(#N)[C@H]1N(CSC1)C(CNC(=O)C1=CC=NC2=CC=C(C=C12)N1CC(C1)(O)CC)=O (R)-N-(2-(4-cyanothiazolidin-3-yl)-2-oxoethyl)-6-(3-ethyl-3-hydroxyazetidin-1-yl)-quinoline-4-carboxamide